isoindol-1-one C1(N=CC2=CC=CC=C12)=O